FC1=CC=C(C=C1)N1N=C(C=C(C1=O)C(=O)OC)C(C)C Methyl 2-(4-fluorophenyl)-6-isopropyl-3-oxo-2,3-dihydropyridazine-4-carboxylate